BrC1=C(C=C2C(=NC(=NC2=C1F)F)N1CCOC[C@](C1)(O)C)F (S)-4-(7-bromo-2,6,8-trifluoroquinazolin-4-yl)-6-methyl-1,4-oxaazepan-6-ol